N(=[N+]=[N-])C[C@]1([C@H]([C@@H]([C@@H](O1)N1C(NC(C(=C1)F)=O)=O)F)OC(C1=CC=CC=C1)(C1=CC=CC=C1)C1=CC=C(C=C1)OC)COC(C1=CC=CC=C1)(C1=CC=CC=C1)C1=CC=C(C=C1)OC 1-[(2R,3S,4R,5R)-5-(azidomethyl)-3-fluoro-4-[(4-methoxyphenyl)diphenylmethoxy]-5-{1-[(4-methoxyphenyl)diphenylmethoxy]methyl}oxolan-2-yl]-5-fluoro-3H-pyrimidine-2,4-dione